7-fluoroisoquinolin-8-yl carbamate C(N)(OC=1C(=CC=C2C=CN=CC12)F)=O